(S)-4-(4-(5-bromopyrazin-2-yl)-3-methylpiperazin-1-yl)-6-fluoropyrimidine BrC=1N=CC(=NC1)N1[C@H](CN(CC1)C1=NC=NC(=C1)F)C